(3aR,5s,6aS)-N-(6-pyrrolidin-1-ylpyridazin-3-yl)-2-(tetrahydropyran-4-ylmethyl)-3,3a,4,5,6,6a-hexahydro-1H-cyclopenta[c]pyrrol-5-amine N1(CCCC1)C1=CC=C(N=N1)NC1C[C@@H]2[C@@H](CN(C2)CC2CCOCC2)C1